[Br-].C[S+](CCCCCCCCCCCCCCCCCC)C dimethyl-(octadecyl)sulfonium bromide